diisopropyl-2-hydroxybenzoic acid chromium(III) [Cr+3].C(C)(C)C1=C(C(=C(C(=O)O)C=C1)O)C(C)C